N=1C=C(N2C1C=NC=C2)C(=O)N2CC(C1=CC=C(C=C21)C(=O)NC2=CC(=CC(=C2)C(F)(F)F)N2C=NC(=C2)C)C 1-(Imidazo[1,2-a]pyrazin-3-carbonyl)-3-methyl-N-(3-(4-methyl-1H-imidazol-1-yl)-5-(trifluoromethyl)phenyl)indolin-6-carboxamid